4-hydroxy-1-methoxy-5-methyl-3-[4-(trifluoromethyl)pyridin-2-yl]imidazol-2-one OC=1N(C(N(C1C)OC)=O)C1=NC=CC(=C1)C(F)(F)F